C(=O)(OCC1C2=CC=CC=C2C2=CC=CC=C12)N[C@@H](C)C(=O)O Nα-Fmoc-alanine